O=C1NC(CCC1N1C(C2=CC=C(C=C2C=C1)N1CCC(CC1)C=O)=O)=O 1-(2-(2,6-dioxopiperidin-3-yl)-1-oxo-1,2-dihydroisoquinolin-6-yl)piperidine-4-carbaldehyde